2-methanesulfonyl-5-[2-(triisopropylsilyl)ethynyl]pyrido[2,3-d]pyrimidin-7-amine CS(=O)(=O)C=1N=CC2=C(N1)N=C(C=C2C#C[Si](C(C)C)(C(C)C)C(C)C)N